1-(3-(benzo[b]thiophen-5-yl)-6-(3-methoxypropyl)pyrazin-2-yl)piperidine-4-carboxylic acid S1C2=C(C=C1)C=C(C=C2)C=2C(=NC(=CN2)CCCOC)N2CCC(CC2)C(=O)O